tert-Butyl (2-((2S,3S)-1-methyl-5-oxo-2-(pyridin-3-yl)pyrrolidine-3-carboxamido)ethyl)carbamate CN1[C@@H]([C@H](CC1=O)C(=O)NCCNC(OC(C)(C)C)=O)C=1C=NC=CC1